C1(CCCCC1)CN1C=NC=2C1=NC(=CN2)C2=CC=C(C=C2)C2=NNC(=N2)C 1-(Cyclohexylmethyl)-6-(4-(5-methyl-1H-1,2,4-triazol-3-yl)phenyl)-1H-imidazo[4,5-b]pyrazin